2-(4-{[2-(3-{[6-(1-cyano-1-methylethyl)pyridin-3-yl]amino}prop-1-yn-1-yl)-1-(2,2,2-trifluoroethyl)-1H-indol-4-yl]amino}piperidin-1-yl)-N-(2,3-dihydroxypropyl)-N-methylacetamide C(#N)C(C)(C)C1=CC=C(C=N1)NCC#CC=1N(C2=CC=CC(=C2C1)NC1CCN(CC1)CC(=O)N(C)CC(CO)O)CC(F)(F)F